CC1(CCC=2C(=NNC2C1)C=1NC2=CC(=CC=C2C1)C(=O)N1CCC(CC1)C(=O)N(C)C1CCN(CC1)C1=NC=C(C=C1)C1C(NC(CC1)=O)=O)C (2-(6,6-dimethyl-4,5,6,7-tetrahydro-1H-indazol-3-yl)-1H-indole-6-carbonyl)-N-(1-(5-(2,6-dioxopiperidin-3-yl)pyridin-2-yl)piperidin-4-yl)-N-methylpiperidine-4-carboxamide